N-methyl-N-(2,2,6,6-tetramethylpiperidin-4-yl)pyridazin-3-amine CN(C=1N=NC=CC1)C1CC(NC(C1)(C)C)(C)C